NC1=CC(=C(C(=C1)CN1C[C@H](N[C@H](C1)C)C)O)C1CC1 4-amino-2-cyclopropyl-6-(((3R,5S)-3,5-dimethylpiperazin-1-yl)methyl)phenol